BrC=1C=C(C2=C(N(N=N2)C(C)C2=C(C=C(C=C2)Cl)Cl)C1)F 6-bromo-1-(1-(2,4-dichlorophenyl)ethyl)-4-fluoro-1H-benzo[d][1,2,3]triazole